CC1=C(C=C(C=2OC(OC21)C)C=2C=NC(=CC2)N2CCOCC2)C(=O)NCC=2C(NC(=CC2SC)C)=O dimethyl-N-((6-methyl-4-(methylthio)-2-oxo-1,2-dihydropyridin-3-yl)methyl)-7-(6-morpholinopyridin-3-yl)benzo[d][1,3]dioxole-5-carboxamide